6-Chloro-N-[5-fluoro-6-(2-fluoroethoxy)-2-methoxypyridin-3-yl]-1H-pyrrolo[2,3-b]pyridine-3-sulfonamide ClC1=CC=C2C(=N1)NC=C2S(=O)(=O)NC=2C(=NC(=C(C2)F)OCCF)OC